trimethylsilyl (1E)-2,2,2-trifluoro-N-trimethylsilylethanimidate FC(/C(/O[Si](C)(C)C)=N\[Si](C)(C)C)(F)F